5-(1H-imidazol-1-yl)-2-methyl-2H-pyrazolo[3,4-c]pyridine-7-carboxylic acid N1(C=NC=C1)C1=CC=2C(C(=N1)C(=O)O)=NN(C2)C